ClC1=CC=C(C=C1)C1=NN=C(O1)NC(C1=C(C=CC=C1)OC1=CC(=CC=C1)F)=O N-(5-(4-chlorophenyl)-1,3,4-oxadiazol-2-yl)-2-(3-fluorophenoxy)benzamide